(1r,3r)-3-((3-chloro-4-cyanophenoxy)-2,2,4,4-tetramethylcyclobutyl)-2-(4-(hydroxymethyl)piperidin-1-yl)pyrimidine ClC=1C=C(OC2(C(CC2(C)C)(C)C)N2C(N=CC=C2)N2CCC(CC2)CO)C=CC1C#N